C(C)(=O)OC(COC1=C(C=C(C=C1Cl)C(C)(C)C1=CC=C(C=C1)OCC(CNC(C)=O)OC(C)=O)Cl)CCl 1-(4-(2-(4-(3-acetamido-2-acetoxypropoxy)phenyl)propan-2-yl)-2,6-dichlorophenoxy)-3-chloropropan-2-yl acetate